(R)-1-methyl-N-(2-(1-methylpyrrolidin-2-yl)imidazo[1,2-a]pyrazin-6-yl)-3-(4-(2-(piperazin-1-yl)ethyl)piperidin-1-yl)-1H-indazole-5-carboxamide CN1N=C(C2=CC(=CC=C12)C(=O)NC=1N=CC=2N(C1)C=C(N2)[C@@H]2N(CCC2)C)N2CCC(CC2)CCN2CCNCC2